(1S,2S)-N-(6-(5-chloro-2-methylphenyl)imidazo[1,2-a]pyridin-2-yl)-2-fluorocyclopropane-1-carboxamide ClC=1C=CC(=C(C1)C=1C=CC=2N(C1)C=C(N2)NC(=O)[C@H]2[C@H](C2)F)C